C(#N)[C@]1(CC2(OCCO2)CC1)C=1C(=C(C=CC1)C1=NN(C2=CN=C(C=C21)NC(=O)C2CC2)C)OC (R)-N-(3-(3-(7-cyano-1,4-dioxaspiro[4.4]nonan-7-yl)-2-methoxyphenyl)-1-methyl-1H-pyrazolo[3,4-c]pyridin-5-yl)cyclopropanecarboxamide